2-[3-(Difluoromethoxy)phenoxy]-N-{3-[(2-methylpyrazolo[1,5-a]pyrazin-4-yl)amino]bicyclo[1.1.1]pentan-1-yl}acetamide FC(OC=1C=C(OCC(=O)NC23CC(C2)(C3)NC=3C=2N(C=CN3)N=C(C2)C)C=CC1)F